NC1C(N(C=2N(CCC1)C=NC2)C)=O 3-amino-1-methyl-3,4,5,6-tetrahydroimidazo[1,5-a][1,3]Diazocine-2(1H)-one